4-((10H-benzo[b]pyrido[2,3-e][1,4]oxazin-4-yl)oxy)-3-fluoroaniline N1=CC=C(C2=C1NC1=C(O2)C=CC=C1)OC1=C(C=C(N)C=C1)F